2-{4-[(1R)-1-[(1R)-1-(4-chlorophenyl)-2-[(4-chlorophenyl)methyl]-7-fluoro-1-methoxy-3-oxo-2,3-dihydro-1H-isoindol-5-yl]-1-hydroxypropyl]piperidin-1-yl}acetic acid ClC1=CC=C(C=C1)[C@@]1(N(C(C2=CC(=CC(=C12)F)[C@](CC)(O)C1CCN(CC1)CC(=O)O)=O)CC1=CC=C(C=C1)Cl)OC